ClC1=C(C=C(C(=C1)F)OC)C1=CC=2NC(N(C(C2S1)=O)C1=CN=CC2=CC=C(C=C12)C#CC(C)(C)O)=O 6-(2-chloro-4-fluoro-5-methoxy-phenyl)-3-[6-(3-hydroxy-3-methyl-but-1-ynyl)-4-isoquinolinyl]-1H-thieno[3,2-d]pyrimidine-2,4-dione